FC=1C=C(C=CC1F)NC(CCC1=CC(=CC=C1)NC=1C(N(C(C1)=O)C1C(NC(CC1)=O)=O)=O)=O N-(3,4-difluorophenyl)-3-(3-((1-(2,6-dioxopiperidin-3-yl)-2,5-dioxo-2,5-dihydro-1H-pyrrol-3-yl)amino)phenyl)propanamide